CC(C)(C)[S@@](=O)N[C@H](C)C=1C=C(C=C2C(N3C(=NC12)C=1C=CC=NC1CC3)=O)C (R)-2-methyl-N-((R)-1-(10-methyl-8-oxo-5,8-dihydro-6H-[1,6]naphthyridino[5,6-b]quinazolin-12-yl)ethyl)propane-2-sulfinamide